4-(1-tetrahydropyrrolyl)-2'-hydroxy-4',5',6'-trimethoxychalcone N1(CCCC1)C1=CC=C(C=C1)\C=C\C(=O)C1=C(C=C(C(=C1OC)OC)OC)O